3,5-dichloro-4-hydroxybenzaldehyde ClC=1C=C(C=O)C=C(C1O)Cl